((tert-butyldimethylsilyl)oxy)undecan-1-ol [Si](C)(C)(C(C)(C)C)OC(CCCCCCCCCC)O